2-(4-(2-(Pyridin-2-yldisulfaneyl)ethyl)piperazin-1-yl)ethyl 5-(bis(2-hydroxydodecyl)amino)pentanoate OC(CN(CCCCC(=O)OCCN1CCN(CC1)CCSSC1=NC=CC=C1)CC(CCCCCCCCCC)O)CCCCCCCCCC